ClC=1C(=NC=CC1OC1=NNC2=NC(=CN=C21)N2CCC1(CC2)CC2=CC=CC=C2[C@H]1N)C (3S)-1'-{3-[(3-chloro-2-methylpyridin-4-yl)oxy]-1H-pyrazolo[3,4-b]pyrazin-6-yl}-1,3-dihydrospiro[indene-2,4'-piperidin]-3-amine